O1C[C@H](CC1)CN1CCOC2(CN(C2)C2(C(NC(NC2=O)=O)=O)C2=CC=C(C=C2)OC2=CC=C(C=C2)OC(F)(F)F)C1 5-[8-[[(3R)-Tetrahydrofuran-3-yl]methyl]-5-oxa-2,8-diazaspiro[3.5]nonan-2-yl]-5-[4-[4-(trifluoromethoxy)phenoxy]phenyl]hexahydropyrimidine-2,4,6-trione